ethyl 2-(4-hydroxy-1-(5-(5,6,7,8-tetrahydro-1,8-naphthyridin-2-yl)pentyl)piperidin-4-yl)acetate OC1(CCN(CC1)CCCCCC1=NC=2NCCCC2C=C1)CC(=O)OCC